Br.O1CCC2=C1C(=CC=C2)N 2,3-dihydrobenzofuran-7-amine hydrobromide